C(#N)C1=C(C=CC=C1)N1C(C=CC1=O)=O N-(2-cyanophenyl)maleimide